4-(2,2,3-trimethyl-cyclopentyl)butanoic acid CC1(C(CCC1C)CCCC(=O)O)C